FC=1C=C2C=NN(C2=CC1C=1C=2C(=NN(C2C=CC1)CC(=O)NCC(=O)NCC(=O)O)C(C)C)C(CCC(C)=O)=O (2-(5'-fluoro-3-isopropyl-1'-(4-oxopentanoyl)-1H,1'H-[4,6'-biindazol]-1-yl)acetyl)glycylglycine